C(C)(C)(C)OC(=O)NC(CCNC(=O)C=1C=CC(=C(C1)C1=CC(=CC=C1OCCCCCC)C(=O)OC)OCCCCCC)CC methyl 5'-((3-((tert-butoxycarbonyl) amino) pentyl) carbamoyl)-2',6-bis(hexyloxy)-[1,1'-biphenyl]-3-carboxylate